N1=C(N=CC=C1)N1CCC(CC1)C1=NC(=NO1)[C@H]1CN(CC1)C#N (R)-3-(5-(1-(pyrimidin-2-yl)piperidin-4-yl)-1,2,4-oxadiazol-3-yl)pyrrolidine-1-carbonitrile